C(CCC=CCCCCCCCCCC=CCC=CCCCCC)N tetracosan-4,15,18-trien-1-amine